C(C)(=O)C=1C([C@@H]([C@@H]2CC3=C(C4=CC=C(C(=C4C(=C3C([C@@]2(C1O)O)=O)O)O)C)C)N)=O (1R,4aR,12aS)-3-acetyl-1-amino-4,4a,6,7-tetrahydroxy-8,11-dimethyl-12,12a-dihydrotetracene-2,5(1H,4aH)-dione